C1(CC1)C=1C(=NC=C(C1)F)C(=O)OC Methyl 3-cyclopropyl-5-fluoropyridinecarboxylate